C(C1=CC=CC=C1)C1(CCCC1)CN 1-(1-benzylcyclopentyl)methanamine